Cl.NCC#CC=1C=C(C=CC1C)NC(CCCNC(C[C@H]1C=2N(C3=C(C(=N1)C1=CC=C(C=C1)Cl)C(=C(S3)C)C)C(=NN2)C)=O)=O (S)-N-(3-(3-aminoprop-1-yn-1-yl)-4-methylphenyl)-4-(2-(4-(4-chlorophenyl)-2,3,9-trimethyl-6H-thieno[3,2-f][1,2,4]triazolo[4,3-a][1,4]diazepin-6-yl)acetamido)butanamide hydrochloride